sodium-strontium-iron [Fe].[Sr].[Na]